2-((1-benzylpiperidin-4-yl)methyl)-5-(piperidin-4-yl)-2,3-dihydro-1H-inden-1-one C(C1=CC=CC=C1)N1CCC(CC1)CC1C(C2=CC=C(C=C2C1)C1CCNCC1)=O